C[C@]1(C(NCC1)=O)C=1OC(=NN1)C1=NC=CN=C1NC1=CC=C(C=C1)C(F)(F)F (R)-3-Methyl-3-(5-(3-((4-(trifluoromethyl)phenyl)amino)pyrazin-2-yl)-1,3,4-oxadiazol-2-yl)pyrrolidin-2-one